ClC1=CC=C(N=N1)C(=O)NC=1C(=NC=CC1C1=C(C=CC(=C1)F)F)N1C[C@H](CC1)F (S)-6-chloro-N-(4-(2,5-difluorophenyl)-2-(3-fluoropyrrolidin-1-yl)pyridin-3-yl)pyridazine-3-carboxamide